2-Amino-3-oxobutanoat NC(C(=O)[O-])C(C)=O